(2-ethyl-6-methoxypyridin-3-yl)-2-((4-fluoro-2-methylphenyl)-amino)-5-(trifluoromethyl)-benzamide C(C)C1=NC(=CC=C1C=1C(=C(C(=O)N)C=C(C1)C(F)(F)F)NC1=C(C=C(C=C1)F)C)OC